BrC1=NN=C(S1)N1CCC2(COC2)CC1 7-(5-bromo-1,3,4-thiadiazol-2-yl)-2-oxa-7-azaspiro[3.5]nonane